1,3-propanediol ditriflate S(=O)(=O)(C(F)(F)F)OCCCOS(=O)(=O)C(F)(F)F